4-(2-chloroethoxy)-1,2-dimethoxybenzene ClCCOC1=CC(=C(C=C1)OC)OC